(1S,3S,5R)-N-(2-fluoro-4-methyl-5-pyrimidin-2-ylphenyl)-1-(methoxymethyl)-3-methyl-6-azabicyclo[3.1.1]heptane-6-carboxamide FC1=C(C=C(C(=C1)C)C1=NC=CC=N1)NC(=O)N1[C@@H]2C[C@@H](C[C@]1(C2)COC)C